C1CCC12CN(CC2)CC=2C=CC=1N(C2)C=C(N1)CN1N=NC(=C1)C1=C2C=NN(C2=CC(=C1)N)C1OCCCC1 4-(1-((6-((6-azaspiro[3.4]oct-6-yl)methyl)imidazo[1,2-a]pyridin-2-yl)methyl)-1H-1,2,3-triazol-4-yl)-1-(tetrahydro-2H-pyran-2-yl)-1H-indazol-6-amine